N1CCC(CC1)C1CC2(C1)CCN(CC2)C(=O)OC(C)(C)C tert-butyl 2-(piperidin-4-yl)-7-azaspiro[3.5]nonane-7-carboxylate